2-ethyl-4-pentene-1-ol C(C)C(CO)CC=C